2-(7-((2S,5R)-4-(1-(2-(difluoromethyl)thieno[2,3-b]pyridin-6-yl)ethyl)-2,5-diethylpiperazin-1-yl)-4-methyl-5-oxo-4,5-dihydro-2H-pyrazolo[4,3-b]pyridin-2-yl)acetonitrile FC(C1=CC=2C(=NC(=CC2)C(C)N2C[C@@H](N(C[C@H]2CC)C=2C=3C(N(C(C2)=O)C)=CN(N3)CC#N)CC)S1)F